(2-fluorophenyl)-4-isopropyl-3,4-dihydroisoquinolin-1(2H)-one FC1=C(C=CC=C1)N1C(C2=CC=CC=C2C(C1)C(C)C)=O